6-(4-methoxypyridin-3-yl)-4-methyl-1-(4-((2R,3S)-2-methyl-3-((methylsulfonyl)methyl)azetidin-1-yl)-6-((tetrahydrofuran-3-yl)oxy)pyridin-2-yl)-1H-pyrazolo[4,3-c]pyridine COC1=C(C=NC=C1)C1=CC2=C(C(=N1)C)C=NN2C2=NC(=CC(=C2)N2[C@@H]([C@H](C2)CS(=O)(=O)C)C)OC2COCC2